5'-cytidylic acid monohydrate O.[C@@H]1([C@H](O)[C@H](O)[C@@H](COP(=O)(O)O)O1)N1C(=O)N=C(N)C=C1